C(CC(C)C)N1CCC(CC1)NC(=O)N1CC(C2=NC(=CC=C21)C)(C)C N-(1-isopentylpiperidin-4-yl)-3,3,5-trimethyl-2,3-dihydro-1H-pyrrolo[3,2-b]pyridine-1-carboxamide